C(CCCCCCC\C=C/CCCCCCCC)NCCN(CCCCCCCC\C=C/CCCCCCCC)CCCCCCCC\C=C/CCCCCCCC N1,N2,N2-tris((Z)-octadeca-9-en-1-yl)ethane-1,2-diamine